N-[9-[(1R)-1-[(1S)-1-[[bis(4-methoxyphenyl)-phenyl-methoxy]methyl]-1-(hydroxy-methyl)-2-triisopropylsilyloxy-ethoxy]-2-hydroxy-ethyl]purin-6-yl]benzamide COC1=CC=C(C=C1)C(OC[C@@](CO[Si](C(C)C)(C(C)C)C(C)C)(O[C@H](CO)N1C2=NC=NC(=C2N=C1)NC(C1=CC=CC=C1)=O)CO)(C1=CC=CC=C1)C1=CC=C(C=C1)OC